(3-(2,2,2-trifluoroethoxy)pyrazin-2-yl)methanol FC(COC=1C(=NC=CN1)CO)(F)F